7-chloro-3-fluoro-1-((2-(trimethylsilyl)ethoxy)methyl)-1H-pyrrolo[3,2-b]pyridine-5-carboxylic acid methyl ester COC(=O)C1=CC(=C2C(=N1)C(=CN2COCC[Si](C)(C)C)F)Cl